F[B-](F)(F)F.C(C=C)N1C=[N+](C=C1)CC=C 1,3-diallylimidazolium tetrafluoroborate